(4-methyl-2-oxo-9-phenyl-2H-furo[2,3-h]chromen-8-yl)(phenyl)methyl-4-([1,4'-bipiperidine]-1'-yl)-4-oxobutanoic acid CC1=CC(OC2=C3C(=CC=C12)OC(=C3C3=CC=CC=C3)C(C(=O)O)(CC(=O)N3CCC(CC3)N3CCCCC3)CC3=CC=CC=C3)=O